4-amino-6-chloro-5-(dimethylamino)-2-(3-(methoxymethoxy)phenyl)pyridazin-3(2H)-one NC=1C(N(N=C(C1N(C)C)Cl)C1=CC(=CC=C1)OCOC)=O